C(C1=CC=CC=C1)NC(CC1=CC=C(C=N1)C1=CC=C(OCC=2SC(=CN2)C(=O)NO)C=C1)=O ((4-(6-(2-(Benzylamino)-2-oxoethyl)pyridin-3-yl)phenoxy)methyl)-N-hydroxythiazole-5-carboxamide